N-(2-(dimethylamino)-1-(3-(trifluoromethyl)phenyl)ethyl)-4-(4-(trifluoromethyl)phenoxy)benzenesulfonamide CN(CC(C1=CC(=CC=C1)C(F)(F)F)NS(=O)(=O)C1=CC=C(C=C1)OC1=CC=C(C=C1)C(F)(F)F)C